(S)-2-cinnamamido-3-cyclopropylpropanoic acid C(C=CC1=CC=CC=C1)(=O)N[C@H](C(=O)O)CC1CC1